ClC1=CC(=CC(=N1)C(=O)OC)N1CC(C1)(F)F Methyl 6-chloro-4-(3,3-difluoroazetidin-1-yl)picolinate